N1C=NC(=C1)C1=CC(=NN1CCOC)C 5-(1H-imidazol-4-yl)-1-(2-methoxyethyl)-3-methyl-1H-pyrazole